N1(N=CN=C1)CC=1C=C2C(=CNC2=CC1)CCN 2-[5-(1,2,4-triazole-1-ylmethyl)-1H-indol-3-yl]ethylamine